2-fluoro-6-(trifluoromethyl)-N-(1,1,3-trimethyl-2,3-dihydro-1H-inden-4-yl)benzamide FC1=C(C(=O)NC2=C3C(CC(C3=CC=C2)(C)C)C)C(=CC=C1)C(F)(F)F